3,3-dimethyl-3H-indol-1-yl-sulfonium CC1(CN(C2=CC=CC=C12)[SH2+])C